triphenyl-sulfonium tetrafluoroborate F[B-](F)(F)F.C1(=CC=CC=C1)[S+](C1=CC=CC=C1)C1=CC=CC=C1